CNC=1N=CC(=C2C=C(N=CC12)C1(CC1)C(=O)N)C1=NN(C=C1)CC1=NC=CC=C1 (8-(methylamino)-5-(1-(pyridin-2-ylmethyl)-1H-pyrazol-3-yl)-2,7-naphthyridin-3-yl)cyclopropanecarboxamide